N-((6-(4-(4-cyanophenyl)-5-methoxy-3-methyl-1H-pyrazol-1-yl)pyridin-3-yl)sulfonyl)acetamide C(#N)C1=CC=C(C=C1)C=1C(=NN(C1OC)C1=CC=C(C=N1)S(=O)(=O)NC(C)=O)C